2,4-dimethyl-N-((6-methyl-4-(methylsulfanyl)-2-oxo-1,2-dihydropyridin-3-yl)methyl)benzo[d][1,3]dioxole-5-carboxamide CC1OC2=C(O1)C=CC(=C2C)C(=O)NCC=2C(NC(=CC2SC)C)=O